6-(4-(dimethylamino)piperidin-1-yl)benzo[b]thiophene-2-carboxylic acid ethyl ester C(C)OC(=O)C1=CC2=C(S1)C=C(C=C2)N2CCC(CC2)N(C)C